(1-(6-(4-(3H-imidazo[4,5-b]pyridin-7-yl)-1H-pyrazol-1-yl)pyridin-3-yl)-2,2,2-trifluoroethyl)-2-cyanoacetamide N1=CNC2=NC=CC(=C21)C=2C=NN(C2)C2=CC=C(C=N2)C(C(F)(F)F)C(C(=O)N)C#N